C(C)(=O)ONC(=N)C=1C=C(C=CC1)C[C@@H](C(=O)N1CCN(CC1)C(=O)OCC1=CC=CC=C1)NS(=O)(=O)C1=CC=C(C=C1)C Benzyl (S)-4-(3-(3-(N-acetoxycarbamimidoyl)phenyl)-2-((4-methylphenyl)sulfonamido)propanoyl)piperazine-1-carboxylate